CN1N=C2C=CC(=C(C2=C1)NC(OC(C)(C)C)=O)C tert-butyl (2,5-dimethyl-2H-indazol-4-yl)carbamate